(S)-N-(1-(3-(3-isopropylphenyl)-1-methyl-1,2,4-triazol-5-yl)ethyl)-3-hydroxy-4-methoxypicolinamide C(C)(C)C=1C=C(C=CC1)C1=NN(C(=N1)[C@H](C)NC(C1=NC=CC(=C1O)OC)=O)C